ClC1=CN=C(C(=N1)C(=O)OC)C Methyl 6-chloro-3-methylpyrazine-2-carboxylate